(nitroxyl) hexanoate C(CCCCC)(=O)O.N=O